(S)-9-ethyl-5-fluoro-9-hydroxy-4-(hydroxymethyl)-2,3,12,15-tetrahydro-1H,7H,13H-pyrano[3',4':6,7]indolizino[2,1-b]pyrido[3,2,1-ij]quinoline-7,10,13(9H)-trione C(C)[C@]1(C(OCC=2C(N3CC=4N5C6=C(C(=C(C=C6C(C4C3=CC21)=O)F)CO)CCC5)=O)=O)O